OC1=CC=C(C=C1)[S+](C)C (4-hydroxyphenyl)(dimethyl)sulfonium